tert-butyl (R)-2-(3-chloro-5-(4,4,5,5-tetramethyl-1,3,2-dioxaborolan-2-yl)phenyl)piperazine-1-carboxylate ClC=1C=C(C=C(C1)B1OC(C(O1)(C)C)(C)C)[C@H]1N(CCNC1)C(=O)OC(C)(C)C